dimethylaminoethyl VINYL ETHER C(=C)OCCN(C)C